SCCSC(CSCCS)C(CSCCS)SCCS 5,6-bis-(mercaptoethylthio)-1,10-dimercapto-3,8-dithiadecane